((2R,3S,5R)-5-(6-amino-2-fluoro-9H-purin-9-yl)-2-ethynyl-3-(heptanoyloxy)tetrahydrofuran-2-yl)methyl benzoate C(C1=CC=CC=C1)(=O)OC[C@]1(O[C@H](C[C@@H]1OC(CCCCCC)=O)N1C2=NC(=NC(=C2N=C1)N)F)C#C